CC1=C(C(=O)O[C@H]2O[C@H]([C@@H]([C@]2(O)C(F)F)OC(C)=O)N2N=CC=3C2=NC(=CC3Cl)Cl)C=CC=C1 ((2R,3R,4R,5R)-4-acetoxy-5-(4,6-dichloro-1H-pyrazolo[3,4-b]pyridin-1-yl)-3-(difluoromethyl)-3-hydroxytetrahydrofuran-2-yl) methylbenzoate